C1(CCCC1)NC1=CC=C2C(NC(=NC2=C1)CS[C@@H]1CC[C@@H](CC1)O)=O 7-(Cyclopentylamino)-2-(((cis-4-hydroxycyclohexyl)thio)methyl)quinazolin-4(3H)-one